(R)-N-(1-(3-(1-cyclopentyl-1H-pyrazol-4-yl)-5-(1-methyl-1H-pyrazol-4-yl)phenyl)ethyl)-5-(2-(dimethylamino)ethoxy)-2-methylbenzamide C1(CCCC1)N1N=CC(=C1)C=1C=C(C=C(C1)C=1C=NN(C1)C)[C@@H](C)NC(C1=C(C=CC(=C1)OCCN(C)C)C)=O